3-(5-methyl-1H-pyrazol-4-yl)-1H-pyrrolo[2,3-b]pyridin CC1=C(C=NN1)C1=CNC2=NC=CC=C21